2-phenyl-2-(4-acryloyloxyphenyl)propane C1(=CC=CC=C1)C(C)(C)C1=CC=C(C=C1)OC(C=C)=O